6-(4-(4-(((4-Fluoro-1H-indazol-3-yl)amino)methyl)benzoyl)piperazine-1-carbonyl)-N-hydroxynicotinamide FC1=C2C(=NNC2=CC=C1)NCC1=CC=C(C(=O)N2CCN(CC2)C(=O)C2=NC=C(C(=O)NO)C=C2)C=C1